C(C)(C)(C)OC(=O)N1CCC(CC1)CC=1NC(=C(N1)C1=CC=C(C(=O)O)C=C1)C(=O)OCC 4-(2-((1-(tert-butoxycarbonyl)piperidin-4-yl)methyl)-5-(ethoxycarbonyl)-1H-imidazol-4-yl)-benzoic acid